2-chloro-N-(1'-cyclobutyl-1'H-[1,4'-biimidazole]-4-yl)pyrrolo[2,1-f][1,2,4]triazin-4-amine ClC1=NN2C(C(=N1)NC=1N=CN(C1)C=1N=CN(C1)C1CCC1)=CC=C2